methyl 2-((tert-butoxycarbonyl)(2,4-dimethoxybenzyl)amino)-2,3-dihydro-1H-indene-5-carboxylate C(C)(C)(C)OC(=O)N(C1CC2=CC=C(C=C2C1)C(=O)OC)CC1=C(C=C(C=C1)OC)OC